OCCC=O β-hydroxypropionaldehyde